N1[C@H](CCC1)C(=O)O R-(+)-Prolin